C(C)N1CC(CC1)C1=CC=C(C(=O)NC=2C=NC(=C(C2)NC2=NC=CC(=N2)C=2C=NC=CC2)C)C=C1 4-(1-Ethyl-pyrrolidin-3-yl)-N-[6-methyl-5-(4-pyridin-3-yl-pyrimidin-2-ylamino)-pyridin-3-yl]-benzamide